C(#C)C1=CC=C(C[C@H](N)C(=O)O)C=C1 para-ethynyl-phenylalanine